FC1=C(C(=C(C(=C1F)Br)F)F)[Mg]Br 2,3,5,6-tetrafluoro-4-bromophenyl-magnesium bromide